C[C@H](CCC(=O)[O-])[C@H]1CC[C@@H]2[C@@]1([C@H](C[C@H]3[C@H]2[C@H](C[C@H]4[C@@]3(CC[C@H](C4)O)C)O)O)C The molecule is a cholanic acid anion that is the conjugate base of ursocholic acid, obtained by deprotonation of the carboxy group; major species at pH 7.3. It is a conjugate base of an ursocholic acid.